C1(=CC=CC=C1)C1=NC(=NC(=N1)C1=CC=C(C=C1O)OCC=C)C1=CC=C(C=C1O)OCC=C 6,6'-(6-phenyl-1,3,5-triazine-2,4-diyl)bis(3-(allyloxy)phenol)